N1=CC(=CC(=C1)[C@H](C)NC=1C=C(C(=O)O)C=CC1C)C=1C=NC=CC1 3-{[(1S)-1-([3,3'-bipyridin]-5-yl)ethyl]amino}-4-methylbenzoic acid